1-benzyl-(3-methyl-4-nitrophenyl)sulfane 3,5-Di(acetyloxy)-2-[(acetyloxy)methyl]-6-(4-cinnamoylphenoxy)tetrahydro-2H-pyran-4-yl-acetate C(C)(=O)OC1C(OC(C(C1CC(=O)O)OC(C)=O)OC1=CC=C(C=C1)C(C=CC1=CC=CC=C1)=O)COC(C)=O.C(C1=CC=CC=C1)SC1=CC(=C(C=C1)[N+](=O)[O-])C